phenyltris(2-ethyl-hexyl)silane C1(=CC=CC=C1)[Si](CC(CCCC)CC)(CC(CCCC)CC)CC(CCCC)CC